2-(2-(7,8-dimethyl-[1,2,4]triazolo[1,5-a]pyridin-6-yl)-3-isopropyl-1H-indol-5-yl)morpholine CC1=C(C=2N(C=C1C=1NC3=CC=C(C=C3C1C(C)C)C1CNCCO1)N=CN2)C